carbon tetra-chloride C(Cl)(Cl)(Cl)Cl